C(C1=CC=CO1)C(C(=O)O)CCCCCCCCCCCCCC.C(CCCCCCCCCCCCCCC)(=O)OCC1=CC=CO1 furfuryl palmitate (furfuryl palmitate)